tert-butyl 3-(6-cyclopropyl-2-((1,3-dioxoisoindolin-2-yl)methyl) imidazo[1,2-a]pyridin-8-yl)-3-hydroxyazetidine-1-carboxylate C1(CC1)C=1C=C(C=2N(C1)C=C(N2)CN2C(C1=CC=CC=C1C2=O)=O)C2(CN(C2)C(=O)OC(C)(C)C)O